tert-butyl (S)-4-chloro-10-methyl-7-oxo-6,7,8,10-tetrahydro-9H-[1,3]dioxolo[4,5-f]pyrrolo[3,4-c]quinoline-9-carboxylate ClC1=C2C(=C3C4=C(C(NC3=C1)=O)CN([C@H]4C)C(=O)OC(C)(C)C)OCO2